ClC=1C=CC=C2C=CC=C(C12)C1CC=2N=C(N=C(C2CO1)N1C[C@@H](N(CC1)C(=O)OC(C)(C)C)CC#N)OC[C@H]1N(CC(C1)(F)F)C tert-butyl (2S)-4-(7-(8-chloronaphthalen-1-yl)-2-(((S)-4,4-difluoro-1-methylpyrrolidin-2-yl)methoxy)-7,8-dihydro-5H-pyrano[4,3-d]pyrimidin-4-yl)-2-(cyanomethyl)piperazine-1-carboxylate